N-(1-(trans-3-(aminomethyl)cyclobutyl)-1H-pyrazolo[3,4-d]pyrimidin-6-yl)-6-methoxy-2-methyl-1,2,3,4-tetrahydroisoquinolin-7-amine 2,2,2-trifluoroacetate FC(C(=O)O)(F)F.NC[C@@H]1C[C@H](C1)N1N=CC=2C1=NC(=NC2)NC2=C(C=C1CCN(CC1=C2)C)OC